Azabicyclo[3.1.1]heptane-6-carboxylate N12CCCC(C1C(=O)[O-])C2